tert-butyl 4-[(1S)-1-[3-({[(2S,3R)-2-ethyl-3-[(3-methylimidazol-4-yl)methyl]-4-[(9Z)-octadec-9-enoyloxy]butanoyl]oxy}methyl)-2-methylphenyl]ethyl]imidazole-1-carboxylate C(C)[C@H](C(=O)OCC=1C(=C(C=CC1)[C@H](C)C=1N=CN(C1)C(=O)OC(C)(C)C)C)[C@H](COC(CCCCCCC\C=C/CCCCCCCC)=O)CC=1N(C=NC1)C